N-[2-(5-chloropyridin-3-yl)-5-(2,6-difluoro-4-methoxyphenyl)-1-methyl-3-oxo-2,3-dihydro-1H-pyrazol-4-yl]-4-(difluoromethoxy)benzamide ClC=1C=C(C=NC1)N1N(C(=C(C1=O)NC(C1=CC=C(C=C1)OC(F)F)=O)C1=C(C=C(C=C1F)OC)F)C